6-toluenesulfonyl-2-oxa-6-azaspiro[3.3]heptane C(C1=CC=CC=C1)S(=O)(=O)N1CC2(COC2)C1